trans-4-((methylsulfonyl)oxy)-2-(trifluoromethyl)piperidine-1-carboxylic acid tert-butyl ester C(C)(C)(C)OC(=O)N1[C@H](C[C@@H](CC1)OS(=O)(=O)C)C(F)(F)F